4-(1-(2,2-difluoroethyl)-3-phenyl-1H-pyrazol-4-yl)-7-methoxyquinazolin-6-yl (S)-3-methylmorpholine-4-carboxylate C[C@@H]1N(CCOC1)C(=O)OC=1C=C2C(=NC=NC2=CC1OC)C=1C(=NN(C1)CC(F)F)C1=CC=CC=C1